C12(CC(C1)C2)C(=O)N2CCC(CC2)N2N=CC(=C2)NC2=NC=C(C(=N2)C2=CC=C(C(=O)NCC#N)C=C2)C 4-(2-((1-(1-(bicyclo[1.1.1]pentane-1-carbonyl)piperidin-4-yl)-1H-pyrazol-4-yl)amino)-5-methylpyrimidin-4-yl)-N-(cyanomethyl)benzamide